CNC1=CC=C(C(=O)[O-])C=C1.CNC1=CC=C(C(=O)[O-])C=C1.C(CCC)[Sn+2]CCCC dibutyltin bis(4-methylaminobenzoate)